ClC1=C(C(=CC=C1)Cl)COC=1C=NC(=NC1)N1CC(OCC1)CNC(C)=O N-[(4-{5-[(2,6-dichlorophenyl)methoxy]pyrimidin-2-yl}morpholin-2-yl)methyl]acetamide